C(C)(C)(C)SC=1C=C(C(=O)OC)C=CC1C=C(Br)Br methyl 3-tert-butylsulfanyl-4-(2,2-dibromovinyl)benzoate